FC1=CC=C(C=C1)C1=NN=CN1C1=C(C=C(C(=O)O)C=C1)C 4-[3-(4-Fluorophenyl)-4H-1,2,4-triazol-4-yl]-3-methylbenzoic acid